tert-butyl 2-((2-(2-(2,6-dioxopiperidin-3-yl)-1-oxoisoindolin-5-yl)-3-fluoropyridin-4-yl)methyl)-2,6-diazaspiro[3.4]octane-6-carboxylate O=C1NC(CCC1N1C(C2=CC=C(C=C2C1)C1=NC=CC(=C1F)CN1CC2(C1)CN(CC2)C(=O)OC(C)(C)C)=O)=O